methyl (S)-2-((tert-butoxycarbonyl)amino)-4-(methyl((1s,3S)-3-(2-(5,6,7,8-tetrahydro-1,8-naphthyridin-2-yl)ethyl)cyclobutyl)amino)butanoate C(C)(C)(C)OC(=O)N[C@H](C(=O)OC)CCN(C1CC(C1)CCC1=NC=2NCCCC2C=C1)C